C(C(C)(C)C)NC=1N=CC2=C(N1)NC=C2C=2C=C1C=CC=NC1=CC2 N-neopentyl-5-(quinolin-6-yl)-7H-pyrrolo[2,3-d]pyrimidin-2-amine